CC1(OCC(O1)C1C(=C(C(O1)=O)O)O)C 5-(2,2-dimethyl-1,3-dioxolane-4-yl)-3,4-dihydroxyfuran-2(5H)-one